OCCC1=CC=C(OC2=CC=C3C(C(C=4C=CC=C2C43)=O)=O)C=C1 5-[4-(2-hydroxyethyl)phenoxy]acenaphthoquinone